4-((5-fluoro-2-nitrophenyl)(hydroxy)methyl)tetrahydro-2H-pyran-4-carboxylic acid methyl ester COC(=O)C1(CCOCC1)C(O)C1=C(C=CC(=C1)F)[N+](=O)[O-]